COC1=CC=C(C=C1)C1(C=CC2=C(O1)C=1C=C(C(=CC1C1=C2C(C2=CC=CC=C21)(C)C)N2C(C(CCC2)CCC(=O)O)=CC(=O)O)OC)C2=CC=C(C=C2)OC 3,3-di(4-methoxyphenyl)-6-methoxy-7-(3-(2-hydroxycarbonylethyl)-carboxymethylene-piperidin-1-yl)-13,13-dimethyl-3H,13H-indeno[2',3':3,4]naphtho[1,2-b]pyran